ClC=1C=2N(C=C(C1)C1(CN(C1)[C@@H](CCC1OCCO1)C(C)C)O)C(=NC2)C 3-{8-chloro-3-methylimidazo[1,5-a]pyridin-6-yl}-1-[(3S)-1-(1,3-dioxolan-2-yl)-4-methylpentan-3-yl]azetidin-3-ol